2-amino-3-cyano-4-(2,3-dichlorophenyl)-7-(dimethylamino)-4H-benzopyran NC=1OC2=C(C(C1C#N)C1=C(C(=CC=C1)Cl)Cl)C=CC(=C2)N(C)C